2-(1-ethylpiperidin-4-yl)-N-((1S,2R)-2-hydroxy-2,3-dihydro-1H-inden-1-yl)benzo-[d]thiazole-6-carboxamide C(C)N1CCC(CC1)C=1SC2=C(N1)C=CC(=C2)C(=O)N[C@@H]2[C@@H](CC1=CC=CC=C21)O